CC1=CC=C(C=C1)S(=O)(=O)N1N=NC(=C1)C1=CC=C(C=C1)Br 1-p-toluenesulfonyl-4-(4-bromophenyl)-1,2,3-triazole